NC(CCNCC1=CC=CC=C1)N N-diaminopropyl-benzylamine